[Si](C)(C)(C(C)(C)C)OC1CC(C1)C1C(N(CC(N1CC1=CC=C(C=C1)C(F)(F)F)=O)C1=NC=C(C=C1F)Cl)=O 3-((1s,3s)-3-((tert-butyldimethylsilyl)oxy)cyclobutyl)-1-(5-chloro-3-fluoropyridin-2-yl)-4-(4-(trifluoromethyl)benzyl)piperazine-2,5-dione